C1(CC1)C1=C(C(=NO1)C1=C(C=CC=C1Cl)Cl)CO[C@H]1[C@@H]2C(N([C@H](C1)C2)C2=CC=C(C(=O)NS(=O)(=O)CC1CCOCC1)C=C2)=O 4-[(1S,4R,5R)-5-{[5-cyclopropyl-3-(2,6-dichlorophenyl)-1,2-oxazol-4-yl]methoxy}-3-oxo-2-azabicyclo[2.2.1]heptan-2-yl]-N-[(oxan-4-yl)methanesulfonyl]benzamide